[N+](=O)([O-])C1=CC=C(C=C1)OC(C(C(F)(F)F)=[N+]=[N-])=O.ClC1=C(C=CC=C1F)CC(=O)NC=1C=C(N=NC1)N(C(C)=O)C1=CC(=C(C=C1)F)F N-{5-[2-(2-chloro-3-fluorophenyl)acetylamino]pyridazin-3-yl}-N-(3,4-difluorophenyl)acetamide p-nitrophenyl-2-diazo-3,3,3-trifluoropropionate